2-nitro-5-(pyridin-3-yloxy)aniline [N+](=O)([O-])C1=C(N)C=C(C=C1)OC=1C=NC=CC1